ClC1=CC(=C(C=C1)NC(OC(C)C)=O)C(N[C@@H](C[C@H]1C(N[C@@H](C1)C)=O)C(C(=O)NC1CC1)O)=O isopropyl (4-chloro-2-(((2S)-4-(cyclopropylamino)-3-hydroxy-1-((3S,5R)-5-methyl-2-oxopyrrolidin-3-yl)-4-oxobutan-2-yl)carbamoyl)phenyl)carbamate